4-amino-3-chloro-3-fluoro-6-(7-fluoro-1H-indol-6-yl)pyridine-2-carboxylic acid NC=1C(C(N=C(C1)C1=CC=C2C=CNC2=C1F)C(=O)O)(F)Cl